1-((3S,5R)-1-acryloyl-5-(methoxymethyl)pyrrolidin-3-yl)-3-((6-fluoro-1,2-dimethyl-1H-benzo[d]imidazol-5-yl)ethynyl)-5-(methylamino)-1H-pyrazole-4-carboxamide C(C=C)(=O)N1C[C@H](C[C@@H]1COC)N1N=C(C(=C1NC)C(=O)N)C#CC1=CC2=C(N(C(=N2)C)C)C=C1F